C(C(=C)C)(=O)OCC(CC1=CC=CC=C1)O 3-phenyl-2-hydroxypropyl methacrylate